FC1=CC(=C(C=C1)NC1=C(C(=O)NC=2C(=NC(=CC2)OC)C)C=CN=C1)C 3-((4-fluoro-2-meth-ylphenyl)amino)-N-(6-methoxy-2-meth-ylpyridin-3-yl)isonicotinamide